N-(cycloheptylmethyl)-2-[(3-fluoro-2-hydroxy-phenyl)methyl]-1H-benzoimidazole-5-carboxamide C1(CCCCCC1)CNC(=O)C1=CC2=C(NC(=N2)CC2=C(C(=CC=C2)F)O)C=C1